ClC=1N=CC2=C(C=CC(=C2C1)C(C)C)N1CC(C1)C[S@@](=O)CC1CC1 (S)-3-Chloro-8-(3-(((cyclopropylmethyl)sulfinyl)methyl)azetidin-1-yl)-5-isopropyl-Isoquinoline